4-bromo-2-fluoro-3-(1H-imidazol-2-yl)pyridine BrC1=C(C(=NC=C1)F)C=1NC=CN1